2-[(4-{6-[(4-Chloro-2-fluorobenzyl)oxy]pyridin-2-yl}piperazin-1-yl)methyl]-1-(1,3-oxazol-2-ylmethyl)-1H-benzimidazol ClC1=CC(=C(COC2=CC=CC(=N2)N2CCN(CC2)CC2=NC3=C(N2CC=2OC=CN2)C=CC=C3)C=C1)F